BrC1=CN=C2C(=NC(=NN21)Cl)NCC2=C(C=CC=C2)C2=CC=NN2C 7-bromo-2-chloro-N-(2-(1-methyl-1H-pyrazol-5-yl)benzyl)imidazo[2,1-f][1,2,4]triazin-4-amine